CN(CCC1=CNC2=CC=CC(=C12)OC(CCC1N(CCC1)C(=O)OC(C)(C)C)=O)C tert-Butyl 2-(3-((3-(2-(dimethylamino)ethyl)-1H-indol-4-yl)oxy)-3-oxopropyl)pyrrolidine-1-carboxylate